[I-].CN(C1=CC=C(C=CC2=CC=[N+](C=C2)C)C=C1)C 4-[4-(dimethylamino)styryl]-N-methylpyridinium iodide